4-Tert-butyl-3-(hydroxymethyl)-2-methyl-piperazine-1-carboxylic acid tert-butyl ester C(C)(C)(C)OC(=O)N1C(C(N(CC1)C(C)(C)C)CO)C